Ethyl 5-[[(tert-butoxy)carbonyl] (phenyl)amino]-1-[(2-chlorophenyl)methyl]-1H-pyrazole-3-carboxylate C(C)(C)(C)OC(=O)N(C1=CC(=NN1CC1=C(C=CC=C1)Cl)C(=O)OCC)C1=CC=CC=C1